C(C)(C)(C)OC(=O)N1CC2=C(C3=C(N=CN=C3N)N2CC1)C=1SC2=C(C1)C=C(C=C2OC)C 4-amino-5-(7-methoxy-5-methylbenzothien-2-yl)-8,9-dihydropyrazino[1',2':1,5]pyrrolo[2,3-d]pyrimidine-7(6H)-carboxylic acid tert-butyl ester